O1C(=CC=C1C=1N=NN(C1)C=1C(=C(C(=O)O)C=CC1)C(F)(F)F)C=1N=NN(C1)C=1C(=C(C(=O)O)C=CC1)C(F)(F)F 4'-(furan-2,5-diylbis(1H-1,2,3-triazol-4,1-diyl))bis(2-(trifluoromethyl)benzoic acid)